2-((6-chloro-7-methyl-1H-imidazo[4,5-c]pyridin-2-yl)thio)-N-(3-fluoro-4-methoxyphenyl)acetamide ClC1=C(C2=C(C=N1)N=C(N2)SCC(=O)NC2=CC(=C(C=C2)OC)F)C